COC=1C=C(C2=CC=CC=C2C1)N 3-methoxynaphthalen-1-amine